1-octatetracontene C=CCCCCCCCCCCCCCCCCCCCCCCCCCCCCCCCCCCCCCCCCCCCCCC